FC=1C2=CN(N=C2C=C(C1)C#N)CC1=C2C=CNC2=C(C=C1S(=O)(=O)C)C 4-fluoro-2-((7-methyl-5-(methylsulfonyl)-1H-indol-4-yl)methyl)-2H-indazole-6-carbonitrile